C(C)(C)OC=1C=CC(=C(C1)N(S(=O)(=O)C)C)[N+](=O)[O-] N-(5-isopropoxy-2-nitrophenyl)-N-methylmethanesulfonamide